ClC=1N=CC(=NC1)CNC(=O)C1=NC(=CC(=C1)C)C1(COCC1)OC N-((5-chloropyrazin-2-yl)methyl)-6-(3-methoxytetrahydrofuran-3-yl)-4-methylpyridinecarboxamide